C(C#CC)(=O)N1CC2=CC=C(C=C2CC1)C1=C2C(=C(NC2=C(C=C1F)C(=O)N)C)C 4-(2-(but-2-ynoyl)-1,2,3,4-tetrahydroisoquinolin-6-yl)-5-fluoro-2,3-dimethyl-1H-indole-7-carboxamide